FC(C1=CC=C(C=C1)N1C[C@H]2N(C3=C1C=CC=N3)CC[C@@H](C2)C(=O)O)(F)F (6aS,8S)-5-(4-(trifluoromethyl)phenyl)-6,6a,7,8,9,10-hexahydro-5H-dipyrido[1,2-a:3',2'-e]pyrazine-8-carboxylic acid